5-Chloro-3-methyl-2-[2-[[(3R)-1-[(3-hydroxycyclobutyl)methyl]-3-piperidyl]amino]oxazolo-[4,5-b]pyridin-5-yl]phenol ClC=1C=C(C(=C(C1)O)C1=CC=C2C(=N1)N=C(O2)N[C@H]2CN(CCC2)CC2CC(C2)O)C